NC1=NC2=C(C=3N1N=C(N3)C=3OC=CC3)SC(N2CCN2CCN(CC2)C2=CC=C(C=C2)OCCO)=O 5-amino-8-(furan-2-yl)-3-(2-(4-(4-(2-hydroxyethoxy)phenyl)piperazin-1-yl)ethyl)thiazolo[5,4-e][1,2,4]triazolo[1,5-c]pyrimidin-2(3H)-one